(2S,3R)-3-azido-N-(3-chloro-4-fluoro-phenyl)-1-[3-cyano-6-methyl-4-(trifluoromethyl)-2-pyridyl]pyrrolidine-2-carboxamide N(=[N+]=[N-])[C@H]1[C@H](N(CC1)C1=NC(=CC(=C1C#N)C(F)(F)F)C)C(=O)NC1=CC(=C(C=C1)F)Cl